2,3-diisobutyl-2-cyanobutanoic acid-1-methyl ester COC(C(C(C)CC(C)C)(C#N)CC(C)C)=O